C(C)(=O)N1CCN(CC1)CC1=CC(=NC(=C1)NC=1SC(=CN1)C=1N=NN(N1)C1=CC=CC=C1)N[C@@H]1CN(CCC1)C(C=C)=O (S)-1-(3-((4-((4-acetylpiperazin-1-yl)methyl)-6-((5-(2-phenyl-2H-tetrazol-5-yl)thiazole-2-yl)amino)pyridin-2-yl)amino)piperidin-1-yl)prop-2-en-1-one